C1(=CC=CC=C1)N1C2=CC=CC=C2C=2C=C(C=CC12)C1=CC=C(C=C1)C=1C=C(C=CC1)C1=NC2=C3C(=C4C(=C2N=C1)C=CC=C4)C=CC=C3 2-[4'-(9-phenyl-9H-carbazol-3-yl)-3,1'-biphenyl-1-yl]dibenzo[f,H]quinoxaline